tert-butyl (E)-3-(4,4,5,5-tetramethyl-1,3,2-dioxaborolan-2-yl)acrylate CC1(OB(OC1(C)C)/C=C/C(=O)OC(C)(C)C)C